C(C)OC(CC1N(C(CN(C1)C(=O)[O-])CC(OCC)=O)C(=O)[O-])=O (2,6-bis(2-ethoxy-2-oxoethyl))piperazine-1,4-dicarboxylate